N-[4-[8-amino-5-chloro-3-(trideuteriomethyl)imidazo[1,5-a]pyrazin-1-yl]-3-fluoro-phenyl]-2-(3,5-difluoro-phenyl)-2-hydroxy-acetamide NC=1C=2N(C(=CN1)Cl)C(=NC2C2=C(C=C(C=C2)NC(C(O)C2=CC(=CC(=C2)F)F)=O)F)C([2H])([2H])[2H]